S(=O)(=O)(O)O.BrC1=CC=C(C=C1)N (+)-p-bromophenylamine sulfate